OC=1C=NC(=CC1)C 3-hydroxy-6-methylpyridin